3,4-methylenedioxycinnamic acid, N,N-diphenylamide C1(=CC=CC=C1)N(C(C=CC1=CC2=C(C=C1)OCO2)=O)C2=CC=CC=C2